C(#N)C[SH-]C(N(C1=CC=CC=C1)C1=CC=CC=C1)=S S-cyanomethyl-N,N-diphenyldithiocarbamate